[2H]C1=C(C[C@H](N)C(=O)O)C(=CC(=C1)O)[2H] 2,6-dideutero-tyrosine